racemic-6-(2,4-dimethoxypyrimidin-5-yl)-8-((1S,2S)-2-(2-methoxyphenyl)cyclopropyl)imidazo[1,2-b]pyridazine COC1=NC=C(C(=N1)OC)C=1C=C(C=2N(N1)C=CN2)[C@@H]2[C@H](C2)C2=C(C=CC=C2)OC |r|